(2S,3R,4S,5R,6R)-2-((3,4-dichlorophenyl)thio)-4-(4-(3-fluoro-5-(oxiran-2-yl)phenyl)-1H-1,2,3-triazol-1-yl)-6-(hydroxymethyl)tetrahydro-2H-pyran-3,5-diol ClC=1C=C(C=CC1Cl)S[C@@H]1O[C@@H]([C@@H]([C@@H]([C@H]1O)N1N=NC(=C1)C1=CC(=CC(=C1)C1OC1)F)O)CO